7-chloro-9-fluoro-5-(4-fluorophenyl)-6-tetrahydropyran-4-yl-1H-pyrazolo[4,3-g]Quinoline ClC1=NC2=C(C3=C(C=C2C(=C1C1CCOCC1)C1=CC=C(C=C1)F)C=NN3)F